CC1=CC=C(C(=O)OC2=C(C(=CC(=C2)Br)C=NC=2C=NC=CC2)OC(C(C)C)=O)C=C1 5-bromo-2-(isobutyryloxy)-3-((pyridin-3-yl-imino)methyl)phenyl 4-methylbenzoate